4-[3-(1-cyclopropylpyrazol-4-yl)-7,8-dihydro-5H-1,6-naphthyridin-6-yl]-3-methyl-isoxazolo[5,4-d]pyrimidine C1(CC1)N1N=CC(=C1)C=1C=NC=2CCN(CC2C1)C1=C2C(=NC=N1)ON=C2C